(S)-10-((5-Chloro-2-((S)-4-methylazepan-1-yl)pyrimidin-4-yl)amino)-2-cyclopropyl-3,3-difluoro-7-methyl-1,2,3,4-tetrahydro-[1,4]oxazepino[2,3-c]chinolin-6(7H)-on ClC=1C(=NC(=NC1)N1CC[C@H](CCC1)C)NC1=CC=2C3=C(C(N(C2C=C1)C)=O)OCC([C@@H](N3)C3CC3)(F)F